Br.Br.ClC1=C(C=2N=C(N=C(C2C=N1)O)OC[C@]12CCCN2C[C@@H](C1)F)F 7-chloro-8-fluoro-2-(((2R,7aS)-2-fluorotetrahydro-1H-pyrrolizin-7a(5H)-yl)methoxy)pyrido[4,3-d]pyrimidin-4-ol dihydrobromide